NC=1C(=NC(=CC1CO)Cl)Cl (3-amino-2,6-dichloro-4-pyridyl)methane-1-ol